S(SC1=CC=C(C=C1)O)C1=CC=C(C=C1)O 4,4'-disulfanediyldiphenol